tert-butyl 2,2-difluoro-6-(4-(2-hydroxypropan-2-yl) phenyl)-7-azaspiro[3.5]non-5-ene-7-carboxylate FC1(CC2(C1)C=C(N(CC2)C(=O)OC(C)(C)C)C2=CC=C(C=C2)C(C)(C)O)F